4-bromo-3-methoxy-1-methylsulfonyl-6,7-dihydro-5H-cyclopenta[c]pyridine BrC=1C2=C(C(=NC1OC)S(=O)(=O)C)CCC2